ClC1=C(CN2C=C(C3=CC=CC=C23)C=O)C=CC(=C1)Cl 1-(2,4-dichlorobenzyl)-1H-indole-3-carbaldehyde